BrC=1C(=C(C(=CC1C)C)NC(=O)CC[C@@H](C(=O)O)NC(=O)OC(C)(C)C)C (2S)-4-[(3-bromo-2,4,6-trimethylphenyl)carbamoyl]-2-{[(tert-butoxy)carbonyl]-amino}butanoic acid